2,5-bis(t-butyl)-2,5-dimethylhexane C(C)(C)(C)C(C)(CCC(C)(C)C(C)(C)C)C